di(butylamino)silane 9-fluoro-3-[2-(1-{[5-methyl-3-(trifluoromethyl)-1H-pyrazol-1-yl]acetyl}piperidin-4-yl)-1,3-thiazol-4-yl]-1,5-dihydro-2,4-benzodioxepin-6-yl-methanesulfonate FC1=CC=C(C2=C1COC(OC2)C=2N=C(SC2)C2CCN(CC2)C(CN2N=C(C=C2C)C(F)(F)F)=O)CS(=O)(=O)O.C(CCC)N[SiH2]NCCCC